cyanoglycine C(#N)NCC(=O)O